C(C)(CC)C1N(CC2=C(NC1=O)C=NC=C2)C(=O)N 3-(sec-butyl)-2-oxo-1,2,3,5-tetrahydro-4H-pyrido[3,4-e][1,4]diazepine-4-carboxamide